CC1=C(C(=CC=C1)C)N1N=C2C(=C1C=1C=C3C=CNC3=CC1)CN(C2)C(=O)OC(C)(C)C tert-butyl 2-(2,6-dimethylphenyl)-3-(1H-indol-5-yl)-4,6-dihydropyrrolo[4,3-c]pyrazole-5-carboxylate